ammonium zinc salt [Zn+2].[NH4+]